C(C(C)(C)C)NCCCCCCCCCN N-neopentylnonane-1,9-diamine